3-bromo-6-(phenyl-d5)-9H-carbazole BrC=1C=CC=2NC3=CC=C(C=C3C2C1)C1=C(C(=C(C(=C1[2H])[2H])[2H])[2H])[2H]